(Z)-5-fluoro-3-(N'-hydroxycarbamimidoyl)-2-methoxybenzoic acid methyl ester COC(C1=C(C(=CC(=C1)F)/C(/N)=N/O)OC)=O